3-phenyl-5-(4-(trifluoromethyl)phenyl)-1H-1,2,4-triazole C1(=CC=CC=C1)C1=NNC(=N1)C1=CC=C(C=C1)C(F)(F)F